FC1=C(C=CC=C1)C=1C=C(C=2OCCNC2N1)NC1=CC=NC=C1 N-[6-(2-fluorophenyl)-2H,3H,4H-pyrido[3,2-b][1,4]-oxazin-8-yl]pyridin-4-amine